[Cl-].FC(S(=O)(=O)N1CC(C1)[NH3+])(F)F [1-(trifluoromethylsulfonyl)azetidin-3-yl]ammonium chloride